(Z)-3-((1H-pyrrolo[3,2-c]pyridin-2-yl)methylene)-6-methyl-5-(8-methyl-2,3-dihydro-1H-pyrido[2,3-b][1,4]oxazin-7-yl)indolin-2-one N1C(=CC=2C=NC=CC21)\C=C\2/C(NC1=CC(=C(C=C21)C2=C(C1=C(OCCN1)N=C2)C)C)=O